1-(3-fluoro-4-(methoxymethyloxy)phenyl)-5-methyl-1H-1,2,3-triazole-4-carbaldehyde FC=1C=C(C=CC1OCOC)N1N=NC(=C1C)C=O